[Si](C)(C)(C(C)(C)C)OC1(CC(C1)C1=NC=C(C=N1)OC)C 2-{3-[(tert-butyldimethylsilyl)oxy]-3-methylcyclobutyl}-5-methoxypyrimidine